ClC=1C=CC(=C(C1)C1=CC(=C(N=N1)C)NC1=CC(=NC=C1)NC(CCN1CCNCC1)=O)F N-(4-{[6-(5-chloro-2-fluorophenyl)-3-methylpyridazin-4-yl]amino}pyridin-2-yl)-3-(piperazin-1-yl)propanamide